FC(C(=O)OCCOC(C(F)(F)F)(F)F)=C pentafluoroethoxyethyl α-fluoroacrylate